1-(2,3-dihydrobenzo[b][1,4]dioxin-6-yl)-3-(indoline-1-yl)propan-1-one O1C2=C(OCC1)C=C(C=C2)C(CCN2CCC1=CC=CC=C21)=O